(Z)-5-fluoro-3-(4-methoxybenzylidene)indolin-2-one FC=1C=C2/C(/C(NC2=CC1)=O)=C/C1=CC=C(C=C1)OC